C1=CC=CC=2C3=CC=CC=C3C(C12)COC(=O)N[C@H](C(=O)NC1=CC(=C(C(=O)OC(C)(C)C)C=C1)F)C1=CC=CC=C1 (S)-tert-butyl 4-(2-((((9H-fluoren-9-yl) methoxy) carbonyl) amino)-2-phenylacetamido)-2-fluorobenzoate